8-[(4-Cyano-piperidin-4-ylmethyl)-amino]-6-pyridin-4-yl-imidazo[1,2-a]pyrazine-2-carboxylic acid amide C(#N)C1(CCNCC1)CNC=1C=2N(C=C(N1)C1=CC=NC=C1)C=C(N2)C(=O)N